C1(=CC=CC=C1)C=1C=CC=2N(C3=CC=C(C=C3C2C1)C1=CC=CC=C1)C1=C(C(=C(C(=C1C1=CC=CC=C1)N1C2=CC=C(C=C2C=2C=C(C=CC12)C1=CC=CC=C1)C1=CC=CC=C1)C#N)N1C2=CC=C(C=C2C=2C=C(C=CC12)C1=CC=CC=C1)C1=CC=CC=C1)C1=CC=CC=C1 2',4',6'-tris(3,6-diphenyl-9H-carbazol-9-yl)-[1,1':3',1''-terphenyl]-5'-carbonitrile